2-Acetamido-4-((9-aminononyl)amino)-N-(4-methyl-5-nitrothiazol-2-yl)benzamide C(C)(=O)NC1=C(C(=O)NC=2SC(=C(N2)C)[N+](=O)[O-])C=CC(=C1)NCCCCCCCCCN